1-(1-(((7-(8-ethylnaphthalen-1-yl)-4-(2-methyl-1,4-oxazepan-4-yl)-5,6,7,8-tetrahydropyrido[3,4-d]pyrimidin-2-yl)oxy)methyl)cyclopropyl)-N,N-dimethylmethanamine C(C)C=1C=CC=C2C=CC=C(C12)N1CC=2N=C(N=C(C2CC1)N1CC(OCCC1)C)OCC1(CC1)CN(C)C